1,1-dioxo-λ6-thiane-4-sulfonyl chloride O=S1(CCC(CC1)S(=O)(=O)Cl)=O